1-Cyclopropyl-6-fluoro-N-(6-methylbenzo[d]thiazol-2-yl)-4-oxo-7-(piperazin-1-yl)-1,4-dihydroquinoline-3-carboxamide C1(CC1)N1C=C(C(C2=CC(=C(C=C12)N1CCNCC1)F)=O)C(=O)NC=1SC2=C(N1)C=CC(=C2)C